FC=1C=C2C(=NN(C2=CC1F)C1OCCCC1)C1=CC=C(C(=N1)OC)N 6-[5,6-difluoro-1-(oxan-2-yl)indazol-3-yl]-2-methoxypyridin-3-amine